CN1N=C(C2=CC=C(C=C12)C1=CCC(CC1)NC)C1C(NC(CC1)=O)=O 3-[1-methyl-6-[4-(methylamino)cyclohexen-1-yl]indazol-3-yl]piperidine-2,6-dione